1-[((5s,7s)-3-{2-methyl-2-[3-(1-methylethyl)-1,2,4-oxadiazol-5-yl]propyl}-2-oxo-1-oxa-3-azaspiro[4.5]decan-7-yl)methyl]-1H-benzimidazole-6-carbonitrile CC(CN1C(O[C@]2(C1)C[C@H](CCC2)CN2C=NC1=C2C=C(C=C1)C#N)=O)(C)C1=NC(=NO1)C(C)C